NC(C(=CC1=CC=C(C=C1)C=CC(=O)C1=CC=C(C(=O)OC)C=C1)O)=O Methyl 4-[3-[4-(3-amino-2-hydroxy-3-oxoprop-1-enyl)phenyl]prop-2-enoyl]benzoate